2-(4-(cyclopentylmethyl)-2-(2-isopropylphenyl)piperazin-1-yl)-7-azaspiro[3.5]nonane C1(CCCC1)CN1CC(N(CC1)C1CC2(C1)CCNCC2)C2=C(C=CC=C2)C(C)C